mesitylenesulfonic acid anion C1(=C(C(=CC(=C1)C)C)S(=O)(=O)[O-])C